C(#N)C=1C=C(C=CC1)C=1N=C(SC1C1=CC(=NC(=C1)C)C)NC(=O)N1[C@@H](COCC1)CO (3R)-N-[4-(3-Cyanophenyl)-5-(2,6-dimethyl-4-pyridyl)thiazol-2-yl]-3-(hydroxymethyl)morpholine-4-carboxamide